N-(3-(4-cyclopropyl-3-oxopiperazin-1-yl)phenyl)-4-fluoro-7-methyl-1H-indole C1(CC1)N1C(CN(CC1)C=1C=C(C=CC1)N1C=CC2=C(C=CC(=C12)C)F)=O